Cl.N1=C2C(=CC=C1)CC[C@H]2OC2=CC(=CC=1N2C(=CN1)C#N)C=1N=NN(C1C)C1CCNCC1 5-[[(7R)-6,7-Dihydro-5H-cyclopenta[b]pyridin-7-yl]oxy]-7-[5-methyl-1-(4-piperidyl)triazol-4-yl]imidazo[1,2-a]pyridine-3-carbonitrile HCl